C[C@H]1N([C@@H](CN(C1)C1=NC=C(C=N1)C(F)(F)F)C)C(=O)OC1CC2(CN(C2)CC(C)(C)C)C1 2-(2,2-dimethylpropyl)-2-azaspiro[3.3]heptan-6-yl (2R,6R)-2,6-dimethyl-4-[5-(trifluoromethyl)pyrimidin-2-yl]piperazine-1-carboxylate